FC=1C(=CC2=C(COB2O)C1)CO 5-fluoro-6-(hydroxymethyl)-3H-2,1-benzoxaborol-1-ol